SC(CO)CO 2-sulfhydryl-1,3-propanediol